(2R,4R)-N2-(5-(1-amino-1-(3-cyanophenyl)-3-cyclopropylpropyl)-2-fluorophenyl)-N1-(5-chloropyridin-2-yl)-4-hydroxypyrrolidine-1,2-dicarboxamide NC(CCC1CC1)(C1=CC(=CC=C1)C#N)C=1C=CC(=C(C1)NC(=O)[C@@H]1N(C[C@@H](C1)O)C(=O)NC1=NC=C(C=C1)Cl)F